bis[(9Z,12Z)-octadeca-9,12-dienyl]2-[[4-oxo-4-(4-pyrrolidin-1-ylbutoxy)butanoyl]amino]pentanedioate C(CCCCCCC\C=C/C\C=C/CCCCC)OC(C(CCC(=O)OCCCCCCCC\C=C/C\C=C/CCCCC)NC(CCC(OCCCCN1CCCC1)=O)=O)=O